[C@H]12CN(C[C@H](CC1)N2)C2=NC(=NC1=C(C(=C(C=C21)Cl)C2=CC(=CC1=CC=CC=C21)O)F)N2CCN(CC2)C 4-((R or S)-4-((1R,5S)-3,8-diazabicyclo[3.2.1]octan-3-yl)-6-chloro-8-fluoro-2-(4-methyl-piperazin-1-yl)quinazolin-7-yl)naphthalen-2-ol